CS(=O)(=O)CC1=C(C=C(C=C1)NC1=NC=C2CCN(CC2=C1)C(=O)OC(C)(C)C)C tert-butyl 7-{[4-(methanesulfonylmethyl)-3-methylphenyl]amino}-1,2,3,4-tetrahydro-2,6-naphthyridine-2-carboxylate